C(#N)C1=CC(=C(COC=2C=C(C=CC2)N2C[C@H]3CC[C@@H](C2)N3C(=O)OC(C)(C)C)C=C1)F tert-butyl (1R,5S)-3-(3-((4-cyano-2-fluorobenzyl) oxy) phenyl)-3,8-diazabicyclo[3.2.1]octane-8-carboxylate